tricyclo(5.2.1.02,6)decanedimethanol diacrylate C(C=C)(=O)OCC12C3(CCCC3C(CC1)C2)COC(C=C)=O